C(CCC)C1(COCOC1)CC 5-butyl-5-ethyl-1,3-dioxane